{5-[(acetoxy)methyl]pyrazin-2-yl}acetic acid C(C)(=O)OCC=1N=CC(=NC1)CC(=O)O